3-(4-bromophenyl)-1-methyl-4-(trifluoromethyl)pyridin-2(1H)-one BrC1=CC=C(C=C1)C=1C(N(C=CC1C(F)(F)F)C)=O